Cl.N1C=C(C2=CC=CC=C12)C=1C=2N(N=C(C1)NC1=NC=C(C=C1)N1CCNCC1)C=CN2 8-(1H-indol-3-yl)-N-(5-(piperazin-1-yl)pyridin-2-yl)imidazo[1,2-b]pyridazin-6-amine hydrochloride